BrC=1C=C2[C@](NC(NC2=CC1CO)=O)(C(F)(F)F)C#CC1CC1 (S)-6-bromo-4-(cyclopropylethynyl)-7-(hydroxymethyl)-4-(trifluoromethyl)-3,4-dihydroquinazolin-2(1H)-one